Cl.Cl.CC(CNC(C1=CN=CC(=C1N1CC2(CCCN2)CC1)C1=CC(=CC(=C1)F)F)=O)CC N-2-methylbutyl-4-(1,7-diaza-7-spiro[4.4]nonyl)-5-(3,5-difluorophenyl)nicotinamide dihydrochloride